di(n-butyl)thiodiglycolate C(CCC)OC(COCC(=O)OCCCC)=S